FC1=C(C=C(C=C1)CC1=NNC(C2=CC=CC=C12)=O)C1=CC2=C(NC(=N2)NC(OCC(F)(F)F)=O)C=C1 2,2,2-Trifluoroethyl (5-(2-fluoro-5-((4-oxo-3,4-dihydrophthalazin-1-yl)methyl)phenyl)-1H-benzoimidazol-2-yl)carbamate